R-2-amino-3-m-cyanophenylpropionic acid methyl ester COC([C@@H](CC1=CC(=CC=C1)C#N)N)=O